CN1NC=C2C1=CN(CCO2)C2=C(C=C(C=C2)B2OC(C(O2)(C)C)(C)C)C 1-methyl-7-(2-methyl-4-(4,4,5,5-tetramethyl-1,3,2-dioxaborolan-2-yl)phenyl)-6,7-dihydro-1H-pyrazolo[3,4-f][1,4]oxazepin